2-Methyltetrahydropyran-2-yl acrylate C(C=C)(=O)OC1(OCCCC1)C